C(CCCCCCCCCCC)C1=CC=C(C=C1)CCN1[C@H](CCC1)CO [(2R)-1-[2-(4-dodecylphenyl)ethyl]pyrrolidin-2-yl]methanol